N-(2,3-dimethylbutan-2-yl)pyrrolidin-3-amine CC(C)(C(C)C)NC1CNCC1